COC(N[C@H](C(=O)NC=1C(N(C=CC1)CC=1SC2=C(N1)C=C(C=C2)F)=O)CC\C=C\C(=O)N)=O Methyl-(S,E)-(7-amino-1-((1-((5-fluorobenzo[d]thiazol-2-yl)methyl)-2-oxo-1,2-dihydropyridin-3-yl)amino)-1,7-dioxohept-5-en-2-yl)carbamat